ClC1=CC=C(C=C1)N1CCN(CC1)CC=1C=C2C(N(C(C2=CC1)=O)N1C(NC(CC1)=O)=O)=O 5-((4-(4-chlorophenyl)piperazin-1-yl)methyl)-2-(2,4-dioxotetrahydropyrimidine-1(2H)-yl)isoindoline-1,3-dione